tert-butyl 4-(3-(3-(2-(5-methyl-4-(1-(2-methylbenzoyl)indolin-5-yl)thiazol-2-ylamino)-2-oxoethyl)phenoxy)propyl)piperazine-1-carboxylate CC1=C(N=C(S1)NC(CC=1C=C(OCCCN2CCN(CC2)C(=O)OC(C)(C)C)C=CC1)=O)C=1C=C2CCN(C2=CC1)C(C1=C(C=CC=C1)C)=O